FC1=CC=C(C=C1)C1=CC(=NN1C1=CC=C(C=C1)S(=O)(=O)N)CCCCCCO 4-(5-(4-fluorophenyl)-3-(6-hydroxyhexyl)-1H-pyrazol-1-yl)benzenesulfonamide